ClC1=C(OC=2C=C3C(=CN(C3=CC2)S(=O)(=O)C2=CC=C(C=C2)C)CC(C)C)C(=CC(=C1)[N+](=O)[O-])Cl 5-(2,6-Dichloro-4-nitrophenoxy)-1-(4-methylbenzenesulfonyl)-3-(2-methylpropyl)indole